FC(CCCCCCCCC[Si](OC)(OC)OC)F difluorodecyltrimethoxysilane